t-Butoxycarbonyl-carbamic acid tert-butyl ester C(C)(C)(C)OC(NC(=O)OC(C)(C)C)=O